N-[(3-chloro-5-methylthiophen-2-yl)methyl]-3-(methoxymethyl)-1-({4-[(2-oxopyridin-1-yl)methyl]phenyl}methyl)pyrazole-4-carboxamide ClC1=C(SC(=C1)C)CNC(=O)C=1C(=NN(C1)CC1=CC=C(C=C1)CN1C(C=CC=C1)=O)COC